C(C1=CC=CC=C1)OC(=O)N\C(\C(=O)OC)=C/C=1C=C2C=CN=CC2=CC1 methyl (2Z)-2-{[(benzyloxy)carbonyl]amino}-3-(isoquinolin-6-yl)prop-2-enoate